(3-((cyclopropylmethyl)sulfanyl)pyridin-2-yl)methanamine C1(CC1)CSC=1C(=NC=CC1)CN